C1(=CC=CC=C1)S(=O)(=O)OC1=C(C=CC=C1)C=C1N=C(OC1=O)C1=CC=C(C=C1)C(C)(C)C 2-((2-(4-(tert-butyl)phenyl)-5-oxooxazol-4(5H)-ylidene)methyl)phenyl benzenesulfonate